C(=O)[O-].[NH4+].NC1=C(C(=C(C=N1)Cl)Cl)Cl 6-amino-3,4,5-trichloropyridine ammonium formate salt